N-Benzyl-2-(3-(dimethylamino)2,5-dioxopyrrolidin-1-yl)propanamid C(C1=CC=CC=C1)NC(C(C)N1C(C(CC1=O)N(C)C)=O)=O